N,N-diethyl-m-amino-aniline C(C)N(C1=CC(=CC=C1)N)CC